C[Si](C)(C)Cl trimethylsilyl chloride